tert-butyl (S)-(5-(2-((6-(1,2,3-thiadiazol-5-yl)-1H-indazol-4-yl)amino)ethoxy)pentan-2-yl)carbamate S1N=NC=C1C1=CC(=C2C=NNC2=C1)NCCOCCC[C@H](C)NC(OC(C)(C)C)=O